1-(6-butyl-3-[4-(2-methoxyethoxy)phenyl]pyrazin-2-yl)piperidine-4-carboxylic acid C(CCC)C1=CN=C(C(=N1)N1CCC(CC1)C(=O)O)C1=CC=C(C=C1)OCCOC